1-ethyl-3-(6-((4-(2-fluoro-6-(1H-pyrazol-1-yl)pyridin-3-yl)piperazin-1-yl)methyl)pyrimidin-4-yl)urea C(C)NC(=O)NC1=NC=NC(=C1)CN1CCN(CC1)C=1C(=NC(=CC1)N1N=CC=C1)F